N-(1-hydroxy-1-methyl-6-(1-(4-methyl-4H-1,2,4-triazol-3-ylthio)ethyl)-2,3-dihydro-1H-inden-4-yl)quinoline-2-carboxamide OC1(CCC2=C(C=C(C=C12)C(C)SC1=NN=CN1C)NC(=O)C1=NC2=CC=CC=C2C=C1)C